3,5-dichloro-4-((3-methyl-2-phenylquinolin-6-yl)oxy)phenyl-1,2,4-triazine-3,5(2H,4H)-dione ClC=1C=C(C=C(C1OC=1C=C2C=C(C(=NC2=CC1)C1=CC=CC=C1)C)Cl)N1N=CC(NC1=O)=O